C(C)(C)(C)OC(=O)N1C[C@H](OCCC(C1)O)COCC1=CC=CC=C1.BrC1=NN(C=C1CC1=CC(=NO1)CC)C 5-((3-bromo-1-methyl-1H-pyrazol-4-yl)methyl)-3-ethyl-isoxazole tert-butyl-(2S,7R*)-2-[(benzyloxy)methyl]-6-hydroxy-1,4-oxazocane-4-carboxylate